2-aminoethylphosphonate NCCP([O-])([O-])=O